C(=C)C1=CC=C(CN2N=C(N=C2SCC)C2=CC=C(C=C2)C2=NNC(=N2)SCC)C=C1 1-(4-vinylbenzyl)-3,3'-(1,4-phenylene)bis(5-ethylthio-1H-1,2,4-triazole)